1-(4-aminopiperidin-1-yl)-2-methoxyethan-1-one NC1CCN(CC1)C(COC)=O